3-(trifluoromethyl)benzenesulfonic acid FC(C=1C=C(C=CC1)S(=O)(=O)O)(F)F